C=1(C(=CC(=C(C1)C(=O)O)C(=O)O)C(=O)O)C(=O)O benzene-1,2,4,5-tetracarboxylic acid